(1-(3-chlorophenyl)cyclobutyl)(phenyl)methyl (4-methyl-1-oxo-1-((1-oxo-3-(2-oxopyrrolidin-3-yl)propan-2-yl)amino)pentan-2-yl)carbamate CC(CC(C(NC(C=O)CC1C(NCC1)=O)=O)NC(OC(C1=CC=CC=C1)C1(CCC1)C1=CC(=CC=C1)Cl)=O)C